(1S,3S)-3-((6-(1-methyl-5-(((methyl-(pentan-3-yl)carbamoyl)oxy)methyl)-1H-pyrazol-4-yl)pyridin-3-yl)oxy)cyclohexane-1-carboxylic acid CN1N=CC(=C1COC(N(C(CC)CC)C)=O)C1=CC=C(C=N1)O[C@@H]1C[C@H](CCC1)C(=O)O